BrC=1N=C(C(=NC1)N[C@@H]1CN(CC1)C(=O)OC(C)(C)C)OC (S)-tert-butyl 3-(5-bromo-3-methoxypyrazin-2-ylamino)pyrrolidine-1-carboxylate